(S)-4-(7-bromo-6-chloro-8-fluoro-2-(methylthio)quinazolin-4-yl)-3-methylpiperazine-1-carboxylic acid tert-butyl ester C(C)(C)(C)OC(=O)N1C[C@@H](N(CC1)C1=NC(=NC2=C(C(=C(C=C12)Cl)Br)F)SC)C